ClC1=CC=C(C=C1)C1=C(N=C(N1)C1=CC=C(OCC=2C=NN(C2)C)C=C1)C 4-((4-(5-(4-chlorophenyl)-4-methyl-1H-imidazol-2-yl)phenoxy)methyl)-1-methyl-1H-pyrazole